Ethyl Z-serinate hydrochloride Ethyl-(tert-butoxycarbonyl)-Z-serinate C(C)N([C@@H](CO)C(=O)O)C(=O)OC(C)(C)C.Cl.N[C@@H](CO)C(=O)OCC